N(=[N+]=[N-])C1CC(CC1N=[N+]=[N-])C(=O)OCC Ethyl 3,4-diazidocyclopentane-1-carboxylate